Triacetyl-resveratrol CC(=O)OC1=CC=C(C=C1)/C=C/C2=CC(=CC(=C2)OC(=O)C)OC(=O)C